BrC1=C(C=NC=C1F)OC1CC(C1)NC(OC(C)(C)C)=O tert-Butyl ((1r,3r)-3-((4-bromo-5-fluoropyridin-3-yl)oxy)cyclobutyl)carbamate